N-butyl-L-alaninamide C(CCC)NC([C@@H](N)C)=O